F[Sb-](F)(F)(F)(F)F.C1(=CC=CC=C1)S[SH+]C1=CC=CC=C1 (phenylsulfanyl)phenyl-sulfonium hexafluoroantimonate